C(C)(C)(C)OC(=O)N[C@H](C(=O)OCC1=CC(=CC=C1)[N+](=O)[O-])C(C1CCC1)C1CCC1 (3-nitrophenyl)methyl (2S)-2-(tert-butoxycarbonylamino)-3,3-di(cyclobutyl)propanoate